(4-bromobutoxy)(tert-butyl)dimethylsilane BrCCCCO[Si](C)(C)C(C)(C)C